ClC1=NN(C=C1S(=O)(=O)C=1C(=NC=CC1)CF)C (3-chloro-1-methyl-1H-pyrazole-4-sulfonyl)(fluoromethyl)pyridine